ICC(C(O)(C)C(C)(C)O)B Iodomethyl-boryl-pinacol